tert-butyl 5-bromo-1-(2-methoxy-2-oxoethyl)-3-oxoisoindoline-2-carboxylate BrC=1C=C2C(N(C(C2=CC1)CC(=O)OC)C(=O)OC(C)(C)C)=O